CC(C)(C)OC(=O)N[C@@H](CC1=CC=C(C=C1)[N+](=O)[O-])CC(=O)O boc-(S)-3-amino-4-(4-nitrophenyl)-butyric acid